(2-chloro-6-cyano-3-methoxyphenyl)acetic acid ClC1=C(C(=CC=C1OC)C#N)CC(=O)O